alpha-n-hexylamino-pregn-5-en C(CCCCC)NCC[C@H]1CC[C@H]2[C@@H]3CC=C4CCCC[C@]4(C)[C@H]3CC[C@]12C